4,4''-dimethyl-5'-(p-tolyl)-1,1':3',1''-terphenyl CC1=CC=C(C=C1)C1=CC(=CC(=C1)C1=CC=C(C=C1)C)C1=CC=C(C=C1)C